1,3,4,6-tetraacetyl-D-glucamine C(C)(=O)C(N)[C@H](O)[C@@](O)([C@](O)([C@H](O)C(O)C(C)=O)C(C)=O)C(C)=O